2-[7-[3-(2,4-dioxohexahydropyrimidin-1-yl)-1-methyl-indazol-6-yl]-4-azaspiro[2.5]oct-4-yl]acetic acid O=C1N(CCC(N1)=O)C1=NN(C2=CC(=CC=C12)C1CCN(C2(CC2)C1)CC(=O)O)C